P(=O)(O)(O)F.C(C)(C)(CC)C1=CC=C(C=C1)[Li] 4-tert-amylphenyllithium fluorophosphate